O=C(CCC(=O)N[C@H]1C(O[C@@H]([C@H]([C@@H]1OCC1=CC=CC=C1)OCC1=CC=CC=C1)CO)OCC1=CC=CC=C1)N1CCNCC1 4-oxo-4-(piperazin-1-yl)-N-((3R,4R,5S,6R)-2,4,5-tris(benzyloxy)-6-(hydroxymethyl)tetrahydro-2H-pyran-3-yl)butanamide